rac-4-(2-((3aR,4R,6aR)-4-methyloctahydropyrrolo[3,4-b]pyrrole-1-carbonyl)oxazol-5-yl)picolinonitrile TFA salt OC(=O)C(F)(F)F.C[C@H]1NC[C@@H]2N(CC[C@@H]21)C(=O)C=2OC(=CN2)C2=CC(=NC=C2)C#N |r|